2-chloro-6-(piperazin-1-yl)phenol ClC1=C(C(=CC=C1)N1CCNCC1)O